ON1C(C=C(C=C1CC(CC(C)(C)C)C)C)=O 1-Hydroxy-4-methyl-6-(2,4,4-trimethylpentyl)pyridin-2(1H)-on